C(CCCCCCCCCC)(P([O-])([O-])=O)P([O-])([O-])=O undecane-1,1-diyl-bisphosphonate